CCCCC/C=C\CCCCCCCC(=O)O[C@H](COC(=O)CCCCCCC/C=C\C/C=C\CCCCC)COP(=O)(O)OC[C@H](CO)O 1-(9Z,12Z-octadecadienoyl)-2-(9Z-pentadecenoyl)-glycero-3-phospho-(1'-sn-glycerol)